The molecule is a member of the class of piperidinylimidazoles that is 1-methyl-4-(1-propylimidazol-2-yl)piperidine carrying additional 3,4-dichlorophenyl and 2-(cyclopropylamino)pyrimidin-4-yl substituents at positions 4 and 5 respectively. It has a role as a c-Jun N-terminal kinase inhibitor. It is an aminopyrimidine, a piperidinylimidazole, a dichlorobenzene, a member of cyclopropanes and a tertiary amino compound. CCCN1C(=NC(=C1C2=NC(=NC=C2)NC3CC3)C4=CC(=C(C=C4)Cl)Cl)C5CCN(CC5)C